(R)-5-bromo-2,4-difluoro-N-(1-(isobutylamino)-4-methylpentan-2-yl)-N-methylbenzenesulfonamide BrC=1C(=CC(=C(C1)S(=O)(=O)N(C)[C@@H](CNCC(C)C)CC(C)C)F)F